tert-butyl-((2-ethylbut-3-yn-1-yl)oxy)diphenylsilane C(C)(C)(C)[Si](C1=CC=CC=C1)(C1=CC=CC=C1)OCC(C#C)CC